[Nb].[Zr].[V].[Ti].ClC=1C=C(C=CC1)C(C)=O 1-(3-chlorophenyl)ethan-1-one titanium-vanadium-zirconium-niobium